C(C1=CC=CC=C1)OC(=O)N1CC(CCC1)(NC(=O)OC(C)(C)C)CCSC(C)=O 3-(2-(acetylthio)ethyl)-3-((tert-butoxycarbonyl)amino)piperidine-1-carboxylic acid benzyl ester